The molecule is diphenyl ether in which the hydrogens at the 2, 3, and 2' positions are substituted by hydroxy groups. It has a role as a mouse metabolite. It is an aromatic ether, a member of catechols and a member of phenols. It is a conjugate acid of a 2,2',3-trihydroxydiphenyl ether(2-). C1=CC=C(C(=C1)O)OC2=CC=CC(=C2O)O